tert-butyl-3-((5-((1S,3R)-2-(2-fluoro-2-methylpropyl)-3-methyl-2,3,4,9-tetrahydro-1H-pyrido[3,4-b]indol-1-yl)thiophen-2-yl)methyl)azetidine-1-carboxylate C(C)(C)(C)OC(=O)N1CC(C1)CC=1SC(=CC1)[C@H]1N([C@@H](CC2=C1NC1=CC=CC=C21)C)CC(C)(C)F